Methyl 2-(4-chlorophenyl)-6-cyclopropyl-3-oxo-2,3,4,5-tetrahydropyridazine-4-carboxylate ClC1=CC=C(C=C1)N1N=C(CC(C1=O)C(=O)OC)C1CC1